5-maleimidopentanoic acid succinimidyl ester C1(CCC(N1OC(CCCCN1C(C=CC1=O)=O)=O)=O)=O